CN(C)[C@@H]1[C@H]([C@@H]([C@H](OC1O)CO)O)O Dimethylglucosamine